2-acryloyloxy-1,2,3-tricarboxymethyl-propane C(C=C)(=O)OC(CCC(=O)O)(CCC(=O)O)CC(=O)O